5-(2-(ethylamino)-7H-pyrrolo[2,3-d]pyrimidin-5-yl)-N-(trans-4-methoxycyclohexyl)pyrazolo[1,5-a]pyridine-3-carboxamide C(C)NC=1N=CC2=C(N1)NC=C2C2=CC=1N(C=C2)N=CC1C(=O)N[C@@H]1CC[C@H](CC1)OC